ClC=1C=C(C=NC1N1N=CC=N1)NC(=O)C=1C=NN(C1C(F)(F)F)C1=C(C=CC=C1)S(=O)(=O)C N-(5-chloro-6-(2H-1,2,3-triazol-2-yl)pyridin-3-yl)-1-(2-(methylsulfonyl)phenyl)-5-(trifluoromethyl)-1H-pyrazole-4-carboxamide